N-(4-fluoro-5-(((2S,4R)-4-((5-methoxypyrimidin-4-yl)oxy)-2-methylpyrrolidin-1-yl)methyl)thiazol-2-yl)acetamide FC=1N=C(SC1CN1[C@H](C[C@H](C1)OC1=NC=NC=C1OC)C)NC(C)=O